C(#N)CCN1N=CC(=C1)C1=CNC2=NC=C(N=C21)C=2C=C(C=C(C2)N2[C@@H](CCC2)C)S(=O)(=O)NC (R)-3-(7-(1-(2-cyanoethyl)-1H-pyrazol-4-yl)-5H-pyrrolo[2,3-b]pyrazin-2-yl)-N-methyl-5-(2-methylpyrrolidin-1-yl)benzenesulfonamide